di-n-butylmethylene(cyclopentadienyl)(2,7-di-(4-methylphenyl)-3,6-di-tert-butylfluorenyl)zirconium dichloride [Cl-].[Cl-].C(CCC)C(CCCC)=[Zr+2](C1=C(C(=CC=2C3=CC(=C(C=C3CC12)C1=CC=C(C=C1)C)C(C)(C)C)C(C)(C)C)C1=CC=C(C=C1)C)C1C=CC=C1